(5R)-5-(5-Fluoro-2-methoxypyridin-3-yl)pyrrolidin-3-yl acetate C(C)(=O)OC1CN[C@H](C1)C=1C(=NC=C(C1)F)OC